CN1CC(C1)(C)[C@@](O)(C=1C=NC=C(C1)C=1OC=C(N1)C)C1=CC=C(C=C1)C(C)C (R)-(1,3-dimethyl-azetidin-3-yl)-(4-isopropyl-phenyl)-[5-(4-methyl-Oxazol-2-yl)-pyridin-3-yl]-methanol